N1=C2C(=CC=C1)CN(C2)C(=O)C2=C(C(=C(C=C2O)O)C)OCC2=NC=CC=C2 5,7-dihydropyrrolo[3,4-b]pyridin-6-yl-[4,6-dihydroxy-3-methyl-2-(2-pyridylmethoxy)phenyl]methanone